N2-(tert-butoxycarbonyl)-N-(2-hydroxyethyl)-D-alaninamide C(C)(C)(C)OC(=O)N[C@H](C)C(=O)NCCO